7-Chloro-N4-(5-methyl-1H-pyrazol-3-yl)-N2-(2,4-difluorophenyl)quinazoline-2,4-diamine ClC1=CC=C2C(=NC(=NC2=C1)NC1=C(C=C(C=C1)F)F)NC1=NNC(=C1)C